C(C(O)CO)(=O)OC\C=C(/C)\CCC[C@H](C)CCC[C@H](C)CCCC(C)C phytyl glycerate